C(C)OC(=O)C=1N2CCN(C=3C=CC=C(C1)C23)C2CC(C2)NC(=O)OC(C)(C)C 9-[3-(tert-butoxycarbonylamino)cyclobutyl]-1,9-diazatricyclo[6.3.1.04,12]dodeca-2,4,6,8(12)-tetraene-2-carboxylic acid ethyl ester